OC(CC)C1=C(C=CC=C1)C(CC)O bis(alpha-hydroxy-propyl)benzene